C(CCC)N1C(CCC1)=O mono-N-butyl-pyrrolidone